C1(=CC=CC=C1)C(C1=CC=CC=C1)=NC=1C=NN2C=NC(=C(C21)OC)C(C(F)(F)F)O 1-(3-((Diphenylmethylene)amino)-4-methoxypyrazolo[1,5-c]pyrimidin-5-yl)-2,2,2-trifluoroethan-1-ol